Zirconium(IV) 2-ethyl-1-hexanoat C(C)C(C(=O)[O-])CCCC.[Zr+4].C(C)C(C(=O)[O-])CCCC.C(C)C(C(=O)[O-])CCCC.C(C)C(C(=O)[O-])CCCC